1-((2-Methyl-5-(5-phenyl-4H-1,2,4-triazol-3-yl)phenyl)sulfonyl)-4-(oxetan-3-yl)piperazine CC1=C(C=C(C=C1)C1=NN=C(N1)C1=CC=CC=C1)S(=O)(=O)N1CCN(CC1)C1COC1